C1(CCCC1)[C@H](C(=O)N1CC(C2(CN(C2)C(C=C)=O)CC1)(F)F)C1=CC=CC=C1 (S)-1-(7-(2-cyclopentyl-2-phenylacetyl)-5,5-difluoro-2,7-diazaspiro[3.5]nonan-2-yl)prop-2-en-1-one